(R)-4-(3-(6-chloroquinolin-2-yloxy)pyrrolidin-1-yl)biphenyl-3-carboxamide ClC=1C=C2C=CC(=NC2=CC1)O[C@H]1CN(CC1)C1=C(C=C(C=C1)C1=CC=CC=C1)C(=O)N